glycidyl-bromobisphenol a C(C1CO1)C=1C(=C(O)C=CC1C(C)(C)C1=CC=C(C=C1)O)Br